1-tert-butyl-5-(methylamino)-3-(4-nitrophenyl)-1H-pyrazole-4-carbonitrile C(C)(C)(C)N1N=C(C(=C1NC)C#N)C1=CC=C(C=C1)[N+](=O)[O-]